FC=1C=C2CCN(C2=CC1S(=O)(=O)N)C(=O)[C@@H]1[C@H](C2=CC=C(C=C2C1)C1=NC=CC=C1)C 5-fluoro-1-((1r,2s)-1-methyl-5-(pyridin-2-yl)-2,3-dihydro-1H-indene-2-carbonyl)indoline-6-sulfonamide